tert-butyl ((1r,4r)-4-((5-(((4,6-dimethyl-2-oxo-1,2-dihydropyridin-3-yl)methyl)carbamoyl)-4'-((dimethylamino)methyl)-4-methyl-[1,1'-biphenyl]-3-yl)(methyl)amino)cyclohexyl)carbamate CC1=C(C(NC(=C1)C)=O)CNC(=O)C=1C(=C(C=C(C1)C1=CC=C(C=C1)CN(C)C)N(C1CCC(CC1)NC(OC(C)(C)C)=O)C)C